Calcium-Aluminium-Oxid [O-2].[Al+3].[Ca+2]